(+)-ditolyl-tartaric acid C1(=C(C=CC=C1)C(C(C(=O)O)(O)C1=C(C=CC=C1)C)(O)C(=O)O)C